dimethyl (2R)-2-aminopentanedioate hydrochloride salt Cl.N[C@@H](C(=O)OC)CCC(=O)OC